N1CC(C1)COC1=NC=C(C=C1)Br 2-(Azetidin-3-ylmethoxy)-5-bromopyridine